C1(=CC(=CC=C1)OC=1C=C(C=CC1)C)C bis-m-tolylether